C1(CCCCC1)[C@@H]1C(N2CCCC[C@H]2C(O[C@@H](C=2C=CC=C(OCC(N[C@@H]3CCC[C@@H]3C(N1)=O)=O)C2)CCC2=CC(=C(C=C2)OC)OC)=O)=O (2R,5S,12R,15S,19R)-12-cyclohexyl-2-[2-(3,4-dimethoxyphenyl)ethyl]-3,23-dioxa-10,13,20-triazatetracyclo[22.3.1.05,10.015,19]octacosa-1(28),24,26-triene-4,11,14,21-tetrone